C1(=CC=CC=C1)S(=O)(=O)N1C2=CN=C3C4=C(C=CC=C4OCCCOC4=C(N=CC(C(=N1)C2=C3)=C4)N4CCOCC4)F 22-(benzenesulfonyl)-16-fluoro-5-(morpholin-4-yl)-7,11-dioxa-4,19,22,23-tetraazapentacyclo[16.5.2.12,6.012,17.021,24]hexacosa-1(23),2(26),3,5,12,14,16,18,20,24-decaene